N[C@H](C1CCN(CC1)C(=O)[C@H]1CNCCO1)C1=C(C=C(C(=C1)Cl)Cl)O (4-((R)-amino(4,5-dichloro-2-hydroxyphenyl)methyl)piperidin-1-yl)((R)-morpholin-2-yl)methanone